C1C(CCN2C1C1=CC=CC=C1CC2)=O 1,3,4,6,7,11b-hexahydro-2H-pyrido[2,1-a]isoquinolin-2-one